O=C1N(CCC(N1)=O)C1=NN(C2=CC(=CC=C12)N1CCC(CC1)C=O)C 1-(3-(2,4-dioxotetrahydropyrimidin-1(2H)-yl)-1-methyl-1H-indazol-6-yl)piperidine-4-carboxaldehyde